6-bromo-2-methyl-4H-1,2,4-triazine-3,5-dione BrC=1C(NC(N(N1)C)=O)=O